N-[(1S)-2-hydroxy-1-(3-methylphenyl)ethyl]acetamide OC[C@H](C1=CC(=CC=C1)C)NC(C)=O